N-[(1S)-5-[2-(2-aminopyridin-3-yl)-5-bromoimidazo[4,5-b]pyridin-3-yl]-2,3-dihydro-1H-inden-1-yl]-3-(1,3-dioxolan-2-yl)-4-[(4-methoxyphenyl)methoxy]benzamide NC1=NC=CC=C1C1=NC=2C(=NC(=CC2)Br)N1C=1C=C2CC[C@@H](C2=CC1)NC(C1=CC(=C(C=C1)OCC1=CC=C(C=C1)OC)C1OCCO1)=O